1-(4-bromo-2-((diphenylmethylene)amino)phenyl)cyclopropane-1-carbonitrile BrC1=CC(=C(C=C1)C1(CC1)C#N)N=C(C1=CC=CC=C1)C1=CC=CC=C1